OC1=CC=C(CCN([C@H](C(=O)OCC2=CC=CC=C2)C(C)C)C)C=C1 benzyl (S)-2-((4-hydroxyphenethyl)(methyl)amino)-3-methylbutanoate